CC1=CC=C(C=C1)S(=O)(=O)N[C@@H](CCCN=C(N)N)C(=O)O N-tosyl-L-arginine